OC=1C2=C(N=CN1)C=C(C(=N2)OC2CCN(CC2)C(=O)OC(C)(C)C)OC tert-butyl 4-((4-hydroxy-7-methoxypyrido[3,2-d]pyrimidin-6-yl)oxy)piperidine-1-carboxylate